(2R,3R,4S,5R,6R)-N-(4-Chlorobenzyl)-3,5-dihydroxy-N-((1S,2S)-2-hydroxycyclohexyl)-6-(hydroxymethyl)-4-(4-(3,4,5-trifluorophenyl)-1H-1,2,3-triazol-1-yl)tetrahydro-2H-pyran-2-carboxamid ClC1=CC=C(CN(C(=O)[C@@H]2O[C@@H]([C@@H]([C@@H]([C@H]2O)N2N=NC(=C2)C2=CC(=C(C(=C2)F)F)F)O)CO)[C@@H]2[C@H](CCCC2)O)C=C1